CC1(OB(OC1(C)C)C=1C=C(C(=C2C1C1=C(O2)C(=C(C=C1N1C2=C(C(=C(C(=C2C=2C(=C(C(=C(C12)[2H])[2H])[2H])[2H])[2H])[2H])[2H])[2H])[2H])[2H])[2H])[2H])C 9-(9-(4,4,5,5-tetramethyl-1,3,2-dioxaborolan-2-yl)dibenzo[b,d]furan-1-yl-3,4,6,7-d4)-9H-carbazole-1,2,3,4,5,6,7,8-d8